2,2-bis(4-bromophenyl)tertiary butyl-propane BrC1=CC=C(C=C1)C(CC(C)(C)C)(C)C1=CC=C(C=C1)Br